O1CC=NC2=C1C=C(C=C2)C(=O)N 1,4-benzoxazine-7-carboxamide